3-fluorophenyl-piperazine-1-carboxylic acid tert-butyl ester C(C)(C)(C)OC(=O)N1C(CNCC1)C1=CC(=CC=C1)F